17-(((5s,8s)-4-hydroxy-3-mesityl-2-oxo-1-oxaspiro[4.5]dec-3-en-8-yl)oxy)-3,6,9,12,15-pentaoxaheptadecanoic acid OC1=C(C(OC12CCC(CC2)OCCOCCOCCOCCOCCOCC(=O)O)=O)C2=C(C=C(C=C2C)C)C